(S)-3-((2S,4R)-1-((S)-2-(3-cyano-1H-pyrazol-1-yl)-3-methylbutanoyl)-4-hydroxypyrrolidine-2-carboxamido)-3-(4-(4-methylthiazol-5-yl)phenyl)propanoic acid C(#N)C1=NN(C=C1)[C@H](C(=O)N1[C@@H](C[C@H](C1)O)C(=O)N[C@@H](CC(=O)O)C1=CC=C(C=C1)C1=C(N=CS1)C)C(C)C